CN1N=C(C2=CC=CC(=C12)OC1CCN(CC1)C(=O)C=1N=C(SC1)C1=CC=CC=C1)C1C(NC(CC1)=O)=O 3-(1-Methyl-7-((1-(2-phenylthiazole-4-carbonyl)piperidin-4-yl)oxy)-1H-indazol-3-yl)piperidine-2,6-dione